(2S,3S,4S,5S)-4-[[3-[2-(difluoromethoxy)-4-fluoro-phenyl]-4,5-dimethyl-5-(trifluoromethyl)tetrahydrofuran-2-carbonyl]amino]-N-methyl-pyridine-2-carboxamide FC(OC1=C(C=CC(=C1)F)[C@H]1[C@H](O[C@@]([C@H]1C)(C(F)(F)F)C)C(=O)NC1=CC(=NC=C1)C(=O)NC)F